5-(5-((3-ethyl-2,4-dioxo-1,2,3,4-tetrahydroquinazolin-7-yl)methyl)-2,5-diazabicyclo[2.2.2]octan-2-yl)-N-methylpicolinamide C(C)N1C(NC2=CC(=CC=C2C1=O)CN1C2CN(C(C1)CC2)C=2C=CC(=NC2)C(=O)NC)=O